propyldimethyl-2-hydroxyethyl-ammonium chloride [Cl-].C(CC)[N+](CCO)(C)C